C(C)(C)(C)OC(C(C1=C(C=CC(=C1)F)C1OCC2(CC2)CC1)Br)=O 2-bromo-2-(5-fluoro-2-(5-oxaspiro[2.5]oct-6-yl)phenyl)acetic acid tert-butyl ester